3-cyclohexyl-1-(N-methyl-pyrrole-2-yl)propan-1-one C1(CCCCC1)CCC(=O)C=1N(C=CC1)C